OC(CCCCCCC1=CC=C2CN(C(C2=C1)=O)C1C(NC(CC1)=O)=O)C 3-(6-(7-hydroxyoctyl)-1-oxoisoindolin-2-yl)piperidine-2,6-dione